C(C)(C)C=1C=NN2C1N=C(C=C2NCC2=CC=C(C=C2)C2=NC=NC=C2)NC[C@@H]2[C@H](CNCC2)O (3R,4R)-4-(((3-isopropyl-7-((4-(pyrimidin-4-yl)benzyl)amino)pyrazolo[1,5-a]pyrimidin-5-yl)amino)methyl)piperidin-3-ol